(R)-cyclohex-2-en-1-ol [C@@H]1(C=CCCC1)O